(R)-2-ethyl-2,3,8,9,10,11-hexahydronaphtho[2,1-f][1,4]oxazepin-4(5H)-carboxylic acid tert-butyl ester C(C)(C)(C)OC(=O)N1C[C@H](OC2=C(C1)C=CC=1CCCCC12)CC